CC(CCCCCCCC1OCCCC1)CC 8-methyl-decyl-tetrahydropyrane